CC1=CC=C(C(N1C1=CC=CC=C1)=O)C(=O)O 6-methyl-2-oxo-1-phenyl-1,2-dihydropyridine-3-carboxylic acid